CC(CC)=O n-Butanon